C(#N)C(CN(C(OC(C)(C)C)=O)C1=C(C=CC2=CC=C(C=C12)B1OC(C(O1)(C)C)(C)C)OCCOC)=C tert-butyl N-(2-cyanoallyl)-N-[2-(2-methoxyethoxy)-7-(4,4,5,5-tetramethyl-1,3,2-dioxaborolan-2-yl)-1-naphthyl]carbamate